C1=C(C=CC2=CC(=CC=C12)C1=CC=C(C=C1)N(C=1C=CC=C2C1OC1=C2C=2C=CC=CC2C=C1)C1=C(C=CC=C1)C1=CC=CC=C1)C1=CC2=CC=CC=C2C=C1 N-[4-(2,2'-binaphthyl-6-yl)phenyl]-N-(biphenyl-2-yl)benzo[b]naphtho[1,2-d]furan-8-amine